3-({2-[(6-methoxy-2-methyl-1,2,3,4-tetrahydroisoquinolin-7-yl)amino]quinazolin-7-yl}amino)-N,N-dimethylbenzamide COC=1C=C2CCN(CC2=CC1NC1=NC2=CC(=CC=C2C=N1)NC=1C=C(C(=O)N(C)C)C=CC1)C